(6aR,7aS,11aS)-6a,9,10,11a-tetrahydro-6H,7H-pyrido[3',2':5,6]-pyrano[3,4-b]pyrrolizine C1=CC=NC2=C1[C@@H]1[C@@H](CC3=CCCN13)CO2